FC=1C=C(C=CC1)S(=O)(=O)NC1=CC=C(C=C1)C(C=CC1=CC=C(C=C1)O)=O 3-Fluoro-N-[4-[3-(4-hydroxyphenyl)prop-2-enoyl]phenyl]benzenesulfonamide